6-methoxy-N-(2,4-dimethylphenyl)-2-(2-pyridyl)-5-(trifluoromethyl)-4-pyrimidinamine COC1=C(C(=NC(=N1)C1=NC=CC=C1)NC1=C(C=C(C=C1)C)C)C(F)(F)F